BrC1=CC=C2C(=N1)C(NC2)=O 2-Bromo-7-oxo-5H-pyrrolo[3,4-b]pyridin